[Br-].C[N+](CC(COCCCCCCCCCCCCCCCCCC)OCCCCCCCCCCCCCCCCCC)(CCO)C dimethyl-2-hydroxyethyl-2,3-dioctadecyl-oxypropylammonium bromide